N-(2-((2-(dimethylamino)ethyl)(methyl)amino)-4-methoxy-5-((5-methyl-4-((2-(phenylsulfonamido)phenyl)amino)pyrimidin-2-yl)amino)phenyl)acrylamide CN(CCN(C1=C(C=C(C(=C1)OC)NC1=NC=C(C(=N1)NC1=C(C=CC=C1)NS(=O)(=O)C1=CC=CC=C1)C)NC(C=C)=O)C)C